tert-butyl(1-(chlorosulfonyl)piperidin-4-yl)carbamate C(C)(C)(C)OC(NC1CCN(CC1)S(=O)(=O)Cl)=O